N1-(4-methoxybenzyl)propane-1,2-diamine COC1=CC=C(CNCC(C)N)C=C1